COC(=O)[C@@H]1OC[C@@H](C1)NC(=O)C1(CC(=NO1)C1=CC(=CC(=C1)Cl)Cl)OC.ClC(CN1C=CC=C1)C |o1:4,7| N-(2-chloropropyl)pyrrole methyl-rel-(2R,4R)-4-[[3-(3,5-dichlorophenyl)-5-methoxy-4H-isoxazole-5-carbonyl]amino]tetrahydrofuran-2-carboxylate